2-methyl-6-(7-(((3S)-3-methyl-1-pyrrolidinyl)carbonyl)-2-quinoxalinyl)-1(2H)-isoquinolinone CN1C(C2=CC=C(C=C2C=C1)C1=NC2=CC(=CC=C2N=C1)C(=O)N1C[C@H](CC1)C)=O